(5S)-3-cyclobutyl-10-[(4-methoxyphenyl)methyl]-5,8,8-trimethyl-5-phenyl-7,9-dihydrobenzo[b][1,8]naphthyridin-6-one C1(CCC1)C1=CC=2[C@@](C3=C(N(C2N=C1)CC1=CC=C(C=C1)OC)CC(CC3=O)(C)C)(C3=CC=CC=C3)C